C(C=C)(=O)OCCC[Si](OC)(OC)CC γ-acryloxypropylethyldimethoxysilane